4-((1-(4-hydroxybutyl)-3-(3'-methoxy-[1,1'-biphenyl]-4-yl)ureido)methyl)benzoic acid OCCCCN(C(=O)NC1=CC=C(C=C1)C1=CC(=CC=C1)OC)CC1=CC=C(C(=O)O)C=C1